BrC1=CC=C(C=C1)N1CC(C1)C=O 1-(4-bromophenyl)azetidin-3-formaldehyde